N-(4,6-difluorobenzo-[d]thiazol-5-yl)-2-(1-ethyl-2-methyl-1,2,5,6-tetrahydropyridin-3-yl)thieno[2,3-b]pyridin-4-amine FC1=C(C(=CC2=C1N=CS2)F)NC=2C1=C(N=CC2)SC(=C1)C=1C(N(CCC1)CC)C